C(C1=CC=CC=C1)C=1NC=C(N1)C1=C(C=CC=C1)Cl 2-Benzyl-4-(2-chlorophenyl)imidazole